ClC=1C(=NC(=NC1)NC1CCN(CC1)C(COC)=O)C1=CC2=C(N=C3N2CCCN3C)C(=C1)F 1-(4-((5-chloro-4-(9-fluoro-1-methyl-1,2,3,4-tetrahydrobenzo[4,5]imidazo[1,2-a]pyrimidin-7-yl)pyrimidin-2-yl)amino)piperidin-1-yl)-2-methoxyethan-1-one